C1(CC1)C1=NN2C(C(N(CC2)CC2=C(C(=CC=C2)OCC2=CC=C(C=C2)C(=O)N2CCN(CC2)S(=O)(=O)C)OC)=O)=C1 2-cyclopropyl-5-[[2-methoxy-3-[[4-(4-methylsulfonylpiperazine-1-carbonyl)phenyl]methoxy]phenyl]methyl]-6,7-dihydropyrazolo[1,5-a]pyrazin-4-one